3-(isopropylphenyl)-2-propen-1-one C(C)(C)C1=C(C=CC=C1)C=CC=O